3-(azetidin-1-yl)-4-((4-(5-(trifluoromethyl)-1,2,4-oxadiazol-3-yl)phenyl)amino)cyclobut-3-ene-1,2-dione N1(CCC1)C=1C(C(C1NC1=CC=C(C=C1)C1=NOC(=N1)C(F)(F)F)=O)=O